Br.[N+](=O)([O-])C1=CC=C(C=C1)N 4-nitrophenylamine hydrobromide